methanesulfonylpyrrolidin CS(=O)(=O)N1CCCC1